NC(CC)OP(O)(O)=O 1-Aminopropyl-phosphoric acid